ClC=1C=C(NC=2C=3N(C=CN2)C(=CN3)C3=C(C(=C(OC(C#N)C)C=C3)F)F)C=CC1C(=O)N1CCN(CC1)CCCN(C)C 2-[4-[8-[3-chloro-4-[4-[3-(dimethylamino)propyl]piperazine-1-carbonyl]anilino]imidazo[1,2-a]pyrazin-3-yl]-2,3-difluoro-phenoxy]propanenitrile